(dichloro)-platinum(IV) Cl[Pt+2]Cl